2-(6-(((1S,4S,5S,6R)-6-fluoro-1,2,4-trimethyl-2-azabicyclo[2.2.1]heptan-5-yl)(methyl)amino)pyridazin-3-yl)-5-(2-methoxypyridin-4-yl)phenol F[C@@H]1[C@H]([C@@]2(CN([C@]1(C2)C)C)C)N(C2=CC=C(N=N2)C2=C(C=C(C=C2)C2=CC(=NC=C2)OC)O)C